C(=O)(O)COCCNCCN(CCNCCNCCNCC(=O)O)C N-[2-[[2-(carboxymethoxy)ethyl]amino]ethyl]-3,6,9,12-Tetraazatridecanoic acid